perfluoropropoxyethylene FC(=C(F)F)OC(C(C(F)(F)F)(F)F)(F)F